4-di-tert-butylphosphoryl-N,N-dimethylanilinium C(C)(C)(C)P(=O)(C(C)(C)C)C1=CC=C([NH+](C)C)C=C1